9-chloro-7-{7-chloroimidazo[1,5-a]pyridin-3-yl}-4-[(2-methoxypyrimidin-5-yl)methyl]-3,5-dihydro-2H-1,4-benzoxazepine ClC1=CC(=CC=2CN(CCOC21)CC=2C=NC(=NC2)OC)C2=NC=C1N2C=CC(=C1)Cl